NC1=C2C=3C(=C4C(=NC3C=C1)C1=CC3=C(C(N1C4)=O)COC([C@]3(O)CC)=O)CCO2 (S)-4-Amino-9-ethyl-9-hydroxy-1,9,12,15-tetrahydro-13H-pyrano[4,3,2-de]-pyrano[3',4':6,7]indolizino[1,2-b]quinoline-10,13(2H)-dione